O=C1N(CCC(N1)=O)C=1C=C(C=CC1)NC(CN1[C@@H](CN(C[C@@H]1C)C(=O)OC(C)(C)C)C)=O tert-Butyl (3R,5S)-4-(2-((3-(2,4-dioxotetrahydropyrimidin-1(2H)-yl)phenyl)amino)-2-oxoethyl)-3,5-dimethylpiperazine-1-carboxylate